BrC1=C(NC)C=CC(=C1)C1=NN(C=C1)C 2-bromo-N-methyl-4-(1-methylpyrazol-3-yl)aniline